tert-butyl 3-(4-amino-1-(4-methoxybenzyl)-1H-pyrazol-5-yl)-7-methyl-6,7-dihydropyrazolo[1,5-a]pyrimidine-4(5H)-carboxylate NC=1C=NN(C1C=1C=NN2C1N(CCC2C)C(=O)OC(C)(C)C)CC2=CC=C(C=C2)OC